C(C)(C)C1=C(C=CC=C1)C1(NC(CC1)([2H])[2H])[2H] 2-(2-isopropylphenyl)pyrrolidine-2,5,5-d3